4-(((1-Methyl-6-(methylamino)-1H-pyrazolo[3,4-d]pyrimidin-4-yl)amino)methyl)-benzenesulfonamide CN1N=CC=2C1=NC(=NC2NCC2=CC=C(C=C2)S(=O)(=O)N)NC